The molecule is a phenolate anion resulting from the deprotonation of the hydroxy group on the middle ring of one of the two dihydroanthracene groups of julichrome Q6-6. The major species at pH 7.3. It is a conjugate base of a julichrome Q6-6. C[C@H]([C@@H]1C2=C(C(=O)C[C@]1(C)O)C(=C3C(=C2)C=CC(=C3O)C4=C(C5=C(C6=C(C=C5C=C4)[C@H]([C@@](CC6=O)(C)O)[C@@H](C)OC(=O)C)O)[O-])O)OC(=O)C